ClC1=CC(=C(C=C1)C1(OC2=C(O1)C=CC=C2N(C(OC(C)(C)C)=O)CC=O)C)F tert-butyl (2-(4-chloro-2-fluorophenyl)-2-methylbenzo[d][1,3]dioxol-4-yl)(2-oxoethyl)carbamate